ethyl 2-bromo-2-(1-(tert-butyl)-3-methyl-1H-indazol-7-yl)acetate BrC(C(=O)OCC)C=1C=CC=C2C(=NN(C12)C(C)(C)C)C